2-[2-(4-aminophenyl)thiazol-5-yl]-N-tert-butyl-5-(2-oxopyrrolidin-1-yl)benzenesulfonamide NC1=CC=C(C=C1)C=1SC(=CN1)C1=C(C=C(C=C1)N1C(CCC1)=O)S(=O)(=O)NC(C)(C)C